C(CCCCCCC)OC1=C(C=C(C(=C1)I)OCCCCCCCC)I 1,4-bis(octoxy)-2,5-diiodobenzene